N-[1-[(3S)-3-(1H-1,2,4-Triazol-5-yl)pyrrolidine-1-carbonyl]-4-piperidyl]-4-(trifluoromethyl)benzenesulfonamide N1N=CN=C1[C@@H]1CN(CC1)C(=O)N1CCC(CC1)NS(=O)(=O)C1=CC=C(C=C1)C(F)(F)F